NC[C@@]1(OC2=C(C1)C(=C(C(=C2)F)Cl)C2=C(C(=O)N)C=CC(=C2F)OCCOC)C2=CC=CC=C2 2-((2s,4s)-2-(aminomethyl)-5-chloro-6-fluoro-2-phenyl-2,3-dihydrobenzofuran-4-yl)-3-fluoro-4-(2-methoxyethoxy)benzamide